C(C)(C)(C)OC(=O)N1C(C23N(C=4N(C(N=CC4)=O)C2)CC1C3)OCC3=CC(=C(C=C3)OC3=CC(=NC=C3)C(F)(F)F)F ((3-Fluoro-4-((2-(trifluoromethyl)pyridin-4-yl)oxy)benzyl)oxy)-9-oxo-3,4-dihydro-9H,11H-3,11a-methanopyrazino[1',2':3,4]imidazo[1,2-c]pyrimidine-2(1H)-carboxylic acid tert-butyl ester